COC1=C(C2=C(C=N1)C=NN2C)NS(=O)(=O)C=2C=NN(C2)C2=NC=CC(=C2)C2(COC2)OC N-{6-methoxy-1-methylpyrazolo[4,3-c]pyridin-7-yl}-1-[4-(3-methoxyoxetan-3-yl)pyridin-2-yl]pyrazole-4-sulfonamide